7-amino-1-propyl-5,8-dimethoxy-4-methylquinolin-2(1H)-one NC1=CC(=C2C(=CC(N(C2=C1OC)CCC)=O)C)OC